COC(C1=C(C=CC=C1)CNC)OC 1-(2-(Dimethoxymethyl)phenyl)-N-methyl-methylamine